3,3,5,5-tetramethylpiperazin-2-one 4-methylbenzenesulfonate CC1=CC=C(C=C1)S(=O)(=O)O.CC1(C(NCC(N1)(C)C)=O)C